[Si](C)(C)(C(C)(C)C)OCC1=NN(C=2N(C([C@@H]([C@@H](C21)C2=CC=C(C=C2)F)NC(C2=CC(=CC=C2)C(F)(F)F)=O)=O)CC)C2CC2 |r| rac-N-((4R,5R)-3-(((tert-butyldimethylsilyl)oxy)methyl)-1-cyclopropyl-7-ethyl-4-(4-fluorophenyl)-6-oxo-4,5,6,7-tetrahydro-1H-pyrazolo[3,4-b]pyridin-5-yl)-3-(trifluoromethyl)benzamide